ClC=1C=CC(=NC1)[C@@]1(OC2=C(O1)C=CC=C2C2CCN(CC2)CC2=NC1=C(N2C[C@H]2OCC2)C=C(C=C1OC1COC1)C(=O)OC)C Methyl 2-((4-((S)-2-(5-chloropyridin-2-yl)-2-methylbenzo[d][1,3]dioxol-4-yl)piperidin-1-yl)methyl)-1-(((S)-oxetan-2-yl)methyl)-4-(oxetan-3-yloxy)-1H-benzo[d]imidazole-6-carboxylate